(3-acetoxyl)-propyl-triphenylphosphine bromide [Br-].O(C(=O)C)CCCC1=C(C=CC=C1)P(C1=CC=CC=C1)C1=CC=CC=C1